C1(CCC1)NC(=O)C1=CN=C2N1N=C(C=C2N(C)CC2=CC=C(C=C2)OC)NC=2C(N(C=CC2)C2=NC=C(C=C2)C(=O)O)=O 3-((3-(Cyclobutylcarbamoyl)-8-((4-methoxybenzyl)(methyl)amino)imidazo[1,2-b]pyridazin-6-yl)amino)-2-oxo-2H-[1,2'-bipyridine]-5'-carboxylic acid